FC1=CC2=C(N(C(N=C2N2CC3(C2)CN(C3)C(C=C)=O)=O)C3=C(C=CC=C3C(C)C)C)N=C1C1=C(C=CC=C1O)F 6-fluoro-7-(2-fluoro-6-hydroxyphenyl)-1-(2-methyl-6-(2-propanyl)phenyl)-4-(6-(2-propenoyl)-2,6-diazaspiro[3.3]heptan-2-yl)pyrido[2,3-d]pyrimidin-2(1H)-one